2-Ethyl 1-(4-(cyclopentylamino)-2-(methylthio)pyrimidin-5-yl)cyclopropanecarboxylate C1(CCCC1)NC1=NC(=NC=C1C1(CC1)C(=O)OCC)SC